7-((3,3,4,4,5,5,6,6-octafluoro-8-hydroxyoctyl)thio)-3-(4-pentyl-2-(trifluoromethyl)phenyl)-2H-chromen-2-one FC(CCSC1=CC=C2C=C(C(OC2=C1)=O)C1=C(C=C(C=C1)CCCCC)C(F)(F)F)(C(C(C(CCO)(F)F)(F)F)(F)F)F